ClC=1N=CC(=NC1)C(=O)NC=1N=C(C=2N(C1)C=C(N2)C)OC 5-chloro-N-(8-methoxy-2-methyl-imidazo[1,2-a]pyrazin-6-yl)pyrazine-2-carboxamide